(S)-11-benzyl-1-(9H-fluoren-9-yl)-3,6,9,12-tetraoxo-2-oxa-4,7,10,13-tetraazapentadecan-15-amide C(C1=CC=CC=C1)[C@H](NC(CNC(CNC(OCC1C2=CC=CC=C2C=2C=CC=CC12)=O)=O)=O)C(NCC(=O)N)=O